O[C@@H]1[C@H](CCCC1)NC(=O)C=1C=CC(=C(C1)NC(=O)C=1C=NC=CC1)C N-(5-{[(1S,2S)-2-hydroxycyclohexyl]carbamoyl}-2-methylphenyl)pyridine-3-carboxamide